butenyl-tri-n-propyl-ammonium hydroxide [OH-].C(=CCC)[N+](CCC)(CCC)CCC